(E)-tert-butyl N-(4-(dimethylamino) but-2-enoyl)-N-methylglycinate CN(C/C=C/C(=O)N(CC(=O)OC(C)(C)C)C)C